5-(3,5-difluoropyridin-2-yl)-N-(3-fluoro-5-methanesulfonamidophenyl)-1-methyl-1H-pyrrole-3-carboxamide FC=1C(=NC=C(C1)F)C1=CC(=CN1C)C(=O)NC1=CC(=CC(=C1)NS(=O)(=O)C)F